N1(CCOCC1)CCNC1=CC(=C(C=C1)C=1C(=NC(=CC1)C=1C=NNC1)C(=O)N)N1CCCCC1 (4-((2-morpholinylethyl)amino)-2-(piperidin-1-yl)phenyl)-6-(1H-pyrazol-4-yl)pyridineamide